3,7-dihydro-1H,5H-benzo[1,2-c:4,5-c']Difuran-1,5-dione C1(C2=C(CO1)C=C1C(COC1=O)=C2)=O